C1(CC1)C1=NC=NC(=C1C1(NC=2N(CCN(C2C(N1)=O)C1CC1)CC1=CC=C(C=C1)C=1N(C=C(N1)C(F)(F)F)C)N)OC 2-(4-Cyclopropyl-6-methoxypyrimidin-5-yl)-5-cyclopropyl-8-(4-(1-methyl-4-(trifluoromethyl)-1H-imidazol-2-yl)benzyl)-7,8-dihydropterin